NC[C@H](CC(=O)O)C[C@@H](CCC1CCC1)C (3s,5r)-3-aminomethyl-7-cyclobutyl-5-methyl-heptanoic acid